4-(3-([1,2,4]triazolo[4,3-a]pyridin-3-yl)piperazin-1-yl)-6-isopropylpyrimidin-2-amine N=1N=C(N2C1C=CC=C2)C2CN(CCN2)C2=NC(=NC(=C2)C(C)C)N